Cl.CNC(C(=O)N)C 2-(methylamino)propanamide hydrochloride